N1CCC2(CC1)CC1=CC(=CC=C1C2)O dihydrospiro[indene-2,4'-piperidin]-6-ol